(E)-4-cyclobutoxy-6-(3-(2-(5-cyclopropyl-3-(3,5-dichloropyridin-4-yl)isoxazol-4-yl)vinyl)azetidin-1-yl)quinoline-2-carboxylic acid C1(CCC1)OC1=CC(=NC2=CC=C(C=C12)N1CC(C1)\C=C\C=1C(=NOC1C1CC1)C1=C(C=NC=C1Cl)Cl)C(=O)O